rac-trans-N-methyl-3-(6-(1-methyl-1H-pyrazol-4-yl)pyrazolo[1,5-a]pyrazin-4-yl)cyclohexane-1-amine hydrochloride Cl.CN[C@@H]1C[C@H](CCC1)C=1C=2N(C=C(N1)C=1C=NN(C1)C)N=CC2 |r|